FC1=C(C=CC=C1C(F)(F)F)CC(=O)NC=1C=NC(=C(C1)F)N1C=NC(=C1)C=1CNCCC1 2-(2-fluoro-3-(trifluoromethyl)phenyl)-N-(5-fluoro-6-(4-(1,2,5,6-tetrahydropyridin-3-yl)-1H-imidazol-1-yl)pyridin-3-yl)acetamide